8-chloro-5-(1-methyl-1H-imidazol-5-yl)-2-((2-(trimethylsilyl)ethoxy)methyl)isoquinolin-1(2H)-one ClC=1C=CC(=C2C=CN(C(C12)=O)COCC[Si](C)(C)C)C1=CN=CN1C